tert-butyl (3R,4S)-3-fluoro-4-((3-(2-fluorophenoxy)-6-nitro-2-(trifluoromethyl)phenyl)(methyl)amino)piperidine-1-carboxylate F[C@@H]1CN(CC[C@@H]1N(C)C1=C(C(=CC=C1[N+](=O)[O-])OC1=C(C=CC=C1)F)C(F)(F)F)C(=O)OC(C)(C)C